(2S,5R,6S)-4-Benzyl-5-(((tert-butyldiphenylsilyl)oxy)methyl)-2,6-dimethylmorpholin-3-one C(C1=CC=CC=C1)N1C([C@@H](O[C@H]([C@H]1CO[Si](C1=CC=CC=C1)(C1=CC=CC=C1)C(C)(C)C)C)C)=O